ClC=1C(=CC(=C(C1)C=1C=C(C=CC1F)CN1C(CN(C(C1)=O)C)=O)O)C 1-[[3-(5-chloro-2-hydroxy-4-methylphenyl)-4-fluorophenyl]methyl]-4-methylpiperazine-2,5-dione